8-bromo-3-ethyl-6-methyl-2-morpholinoquinazolin-4(3H)-one BrC=1C=C(C=C2C(N(C(=NC12)N1CCOCC1)CC)=O)C